1-(2-morpholinoethyl)-2-oxo-6-(pyrimidin-2-yl)-N-(spiro[3.3]heptan-2-yl)-1,2-dihydro-1,8-naphthyridine-3-carboxamide O1CCN(CC1)CCN1C(C(=CC2=CC(=CN=C12)C1=NC=CC=N1)C(=O)NC1CC2(C1)CCC2)=O